α,α'-diaminoo-xylene NCC=1C(=CC=CC1)CN